Bicyclo[2.1.1]hexanespiro-2-oxindole N1C(C2(C3=CC=CC=C13)C1CC(C2)C1)=O